C(C)(=O)N[C@]1(CN(C[C@]1(COS(=O)(=O)C1=CC=C(C)C=C1)CC=C)C(=O)OC(C)(C)C)C(NC(C)(C)C)=O tert-butyl (3R,4R)-3-acetamido-4-allyl-3-(tert-butylcarbamoyl)-4-((tosyloxy)methyl)pyrrolidine-1-carboxylate